(isoindolin-2-yl)-N-phenyl-7-(1H-pyrazol-4-yl)pyrazolo[1,5-a]pyrimidine-2-carboxamide C1N(CC2=CC=CC=C12)C=1C(=NN2C1N=CC=C2C=2C=NNC2)C(=O)NC2=CC=CC=C2